(R)-tert-Butyl 4-(2-(2-(2,2-difluorovinyl)-4-nitrophenoxy)ethyl)-2-methylpiperazine-1-carboxylate FC(=CC1=C(OCCN2C[C@H](N(CC2)C(=O)OC(C)(C)C)C)C=CC(=C1)[N+](=O)[O-])F